NC1CC2CCCC(C1)N2C(=O)O.C2(=CC=CC=C2)[Si]2(C1=C(C3=C2C=CC=C3)C=CC(=C1)C1=CC=C(C=C1)B1OC(C(O1)(C)C)(C)C)C1=CC=CC=C1 2-[4-(5,5-diphenylbenzo[b][1]benzosilol-3-yl)phenyl]-4,4,5,5-tetramethyl-1,3,2-dioxaborolane 3-Amino-9-azabicyclo[3.3.1]nonane-9-carboxylate